CC(=C)C=C 2-methyl-but-1-eneene